ClC1=C(C=CC=C1)NC(C1=CC=C(C=C1)NC1=NC(=NC=C1F)NC1=CC=C(C=C1)C(NN1CCC(CC1)CCN1CCN(CC1)C1=CC(=C(C=C1)C1C(NC(CC1)=O)=O)F)=O)=O N-(2-chlorophenyl)-4-((2-((4-((4-(2-(4-(4-(2,6-dioxopiperidin-3-yl)-3-fluorophenyl)piperazin-1-yl)ethyl)piperidin-1-yl)carbamoyl)phenyl)amino)-5-fluoropyrimidin-4-yl)amino)benzamide